3-(1-((tert-butoxycarbonyl)-L-isoleucyl)pyrrolidin-2-yl)-2,2-diphenylpropanoic acid C(C)(C)(C)OC(=O)N[C@@H]([C@@H](C)CC)C(=O)N1C(CCC1)CC(C(=O)O)(C1=CC=CC=C1)C1=CC=CC=C1